2-(4-fluorobenzyl)-4-methylazepane FC1=CC=C(CC2NCCCC(C2)C)C=C1